C1CCCCCCCC1C(=O)O.C(C1=CC=CC=C1)=C1C(N=C2C=CC=CC2=C1)=O benzylidenequinolone Cyclononane-9-carboxylate